(S)-5-((5-(2-methoxy-6-(piperidin-3-ylmethoxy)phenyl)-1H-pyrazol-3-yl)amino)pyrazine-2-carbonitrile COC1=C(C(=CC=C1)OC[C@@H]1CNCCC1)C1=CC(=NN1)NC=1N=CC(=NC1)C#N